(2-Acetamido-5-methoxypyridin-4-yl)(6-chloro-2-(1,1-difluoroethyl)pyrimidin-4-yl)carbamic acid tert-butyl ester C(C)(C)(C)OC(N(C1=NC(=NC(=C1)Cl)C(C)(F)F)C1=CC(=NC=C1OC)NC(C)=O)=O